C(C)O[Si](CCCN1N=NN=C1C1=CC(=CC=C1)C1=NN=NN1)(OCC)OCC 1-[3-(triethoxysilyl)propyl]-5,5'-(1,3-phenylene)bis(1,2,3,4-tetrazole)